OC1=C(C(=O)OC)C(=CC(=C1C)O)C methyl 2,4-dihydroxyl-3,6-dimethylbenzoate